ClC1=CC=C(C(=N1)C(=O)NS(=O)(=O)C)N[C@H](C)C=1C=C(C=C2C(N(C(=NC12)N1CC2=NN(C=C2C1)C1=CC(=NC=C1)C)C)=O)C (R)-6-chloro-3-((1-(3,6-dimethyl-2-(2-(2-methylpyridin-4-yl)-2,6-dihydropyrrolo[3,4-c]pyrazol-5(4H)-yl)-4-oxo-3,4-dihydroquinazolin-8-yl)ethyl)amino)-N-(methylsulfonyl)picolinamide